Rel-(1s,15S,16R,19s)-3-fluoro-15-[(6-oxo-1,6-dihydropyridin-2-yl)amino]-8,18-dioxa-11-azatetracyclo[17.2.2.02,7.011,16]tricosa-2(7),3,5-trien-10-one FC=1C=2C3CCC(OC[C@H]4[C@H](CCCN4C(COC2C=CC1)=O)NC=1NC(C=CC1)=O)CC3 |o1:9,10|